CC1=CC=C2CCC(C2=C1)C(=O)C1=CC=CC=C1 (6-methyl-2,3-dihydro-1H-inden-1-yl)(phenyl)methanone